C1(CCC1)CN1C=C(C=C(C1=O)C)C1=NC(=NC=C1OC1=C(C=C(C=C1)F)F)NS(=O)(=O)C N-[4-[1-(cyclobutylmethyl)-5-methyl-6-oxopyridin-3-yl]-5-(2,4-difluorophenoxy)pyrimidin-2-yl]methanesulfonamide